4-((8-Methoxy-7-nitroquinolin-4-yl)methyl)morpholine COC=1C(=CC=C2C(=CC=NC12)CN1CCOCC1)[N+](=O)[O-]